Cl.O=C1N(C(C2=CC=CC=C12)=O)CCOCCOCCNC=1C=CC(N(C1)CC(=O)O)=O.FC1=C(C(=C(C(=C1OB(O)O)F)F)F)F.[CH-]1C=CC=C1.[CH-]1C=CC=C1.[Fe+2] ferrocene (pentafluorophenyl)borate 2-(5-((2-(2-(2-(1,3-dioxoisoindolin-2-yl)ethoxy)ethoxy)ethyl)amino)-2-oxopyridin-1(2H)-yl)acetate hydrochloride